NC1=C(C(=C(C=N1)C1=CC=C(C=C1)O)CC)C1=CC(=CC=C1)N1CCOCC1 4-[6-amino-4-ethyl-5-(3-morpholinophenyl)-3-pyridinyl]phenol